N1=C(C=CC=C1)SSCC1=CC=CC=C1 [2-pyridyldithio]-toluene